CS(=O)(=O)[O-].C(CCCCCCCCCC)[NH+]1CCC(CC1)CC 1-Undecyl-4-ethylpiperidinium methansulfonat